O=C1NC(CCC1N1C(C2=C(C=CC=C2CC1=O)[N+](=O)[O-])=O)=O 2-(2,6-dioxopiperidin-3-yl)-8-nitroisoquinoline-1,3(2H,4H)-dione